2-amino-8-mercaptooctanoic acid NC(C(=O)O)CCCCCCS